3,3-dichloro(bromo)methyl-oxetane ClC1(C(OC1)CBr)Cl